C(C)(C)(C)OC(=O)N1CCN(CC1)CCNC(C(C)(C1=CC=CC=C1)N1N=CC=2C=3N(C(=NC21)N)N=C(N3)C=3OC=CC3)=O 4-(2-(2-(5-amino-2-(furan-2-yl)-7H-pyrazolo[4,3-e][1,2,4]triazolo[1,5-c]pyrimidin-7-yl)-2-phenylpropionamido)ethyl)piperazine-1-carboxylic acid tert-butyl ester